2-bromo-1-(6-methoxy-3-pyridinyl)ethanone BrCC(=O)C=1C=NC(=CC1)OC